ClC=1C=C(CC=2C=CC(=NC2)C2=C(C(=O)N)C=CC(=N2)CO)C=CC1F (5-(3-chloro-4-fluorobenzyl)pyridin-2-yl)-6-(hydroxymethyl)nicotinamide